CC=1C(=NC=C(C1)C)C1=CC=C(C(=O)NCC(=O)N2CC3(OCCO3)C[C@H]2C(=O)O)C=C1 (S)-7-((4-(3,5-dimethylpyridin-2-yl)benzoyl)glycyl)-1,4-dioxa-7-azaspiro[4.4]nonane-8-carboxylic acid